4-amino-N-(1,1-dimethyl-7-(trifluoro-methyl)isochroman-4-yl)-7-fluoro-N-methylimidazo[1,5-a]quinoxaline-8-carboxamide NC=1C=2N(C3=CC(=C(C=C3N1)F)C(=O)N(C)C1COC(C3=CC(=CC=C13)C(F)(F)F)(C)C)C=NC2